C(=O)(O)C=1C=C(C=C(C1)OC)B(O)O 3-CARBOXY-5-METHOXYPHENYLBORONIC ACID